(4-tert-butoxycarbonylaminophenoxy)-3-ethoxypropan-2-yl methacrylate C(C(=C)C)(=O)OC(C)C(OCC)OC1=CC=C(C=C1)NC(=O)OC(C)(C)C